(Mesitylsulfonyl)leucine C1(=C(C(=CC(=C1)C)C)S(=O)(=O)N[C@@H](CC(C)C)C(=O)O)C